2,3,3-trimethyl-3-hydroindole CC1=NC2=CC=CC=C2C1(C)C